C(C)(C)(C)C=1SC2=C(N1)[C@H](CC1(CCN(CC1)C(=O)C=1C=C3C(=NN(C3=C(C1)OCC)C)C)C2)O (S)-(2-(tert-butyl)-4-hydroxy-4,7-dihydro-5H-spiro[benzo[d]thiazole-6,4'-piperidin]-1'-yl)(7-ethoxy-1,3-dimethyl-1H-indazol-5-yl)methanone